3,5-Diamino-6-(2,3-dichlorophenyl)-1,2,4-triazine NC=1N=NC(=C(N1)N)C1=C(C(=CC=C1)Cl)Cl